[Si](C)(C)(C(C)(C)C)OC(CCC1=NN2C(C=C(C(=C2)OC)NC(OC(C)(C)C)=O)=C1)(C([2H])([2H])[2H])C([2H])([2H])[2H] tert-butyl N-[2-[3-[tert-butyl(dimethyl)silyl]oxy-4,4,4-trideuterio-3-(trideuteriomethyl)butyl]-6-methoxy-pyrazolo[1,5-a]pyridin-5-yl]carbamate